7-[5-({[2-(azetidin-1-yl)quinolin-7-yl]sulfanyl}methyl)pyridin-3-yl]-5-(1-methyl-1H-pyrazol-3-yl)-7H-pyrrolo[2,3-d]pyrimidin N1(CCC1)C1=NC2=CC(=CC=C2C=C1)SCC=1C=C(C=NC1)N1C=C(C2=C1N=CN=C2)C2=NN(C=C2)C